The molecule is a stilbenoid that is trans-stilbene substituted by hydroxy groups at positions 3 and 3' and methoxy groups at positions 2', 4' and 5. Isolated from Pholidota yunnanensis, it exhibits inhibitory effects on production of nitric oxide. It has a role as a metabolite and an EC 1.14.13.39 (nitric oxide synthase) inhibitor. It is a stilbenoid, a polyphenol and a member of methoxybenzenes. COC1=C(C(=C(C=C1)/C=C/C2=CC(=CC(=C2)OC)O)OC)O